bis(tri-tert-butylphosphino)palladium C(C)(C)(C)P(C(C)(C)C)(C(C)(C)C)[Pd]P(C(C)(C)C)(C(C)(C)C)C(C)(C)C